N-(5-(azetidin-3-yl)-2-methylphenyl)-4-(4-(methylsulfonyl)thiophen-2-yl)-5-(trifluoromethyl)pyrimidin-2-amine N1CC(C1)C=1C=CC(=C(C1)NC1=NC=C(C(=N1)C=1SC=C(C1)S(=O)(=O)C)C(F)(F)F)C